3-(4-chloro-2-(((piperidin-4-ylmethyl)amino)methyl)phenoxy)propan-1-ol ClC1=CC(=C(OCCCO)C=C1)CNCC1CCNCC1